3-(9-bromo-5,6-dihydrobenzo[f]imidazo[1,2-d][1,4]oxazepin-2-yl)-4-(difluoromethyl)oxazolidin-2-thione BrC1=CC2=C(C=3N(CCO2)C=C(N3)N3C(OCC3C(F)F)=S)C=C1